O=C1NC(CCC1N1C(C=2C=C3C(=CC2C1=O)OC1(CC3(F)F)CCNCC1)=O)=O 7'-(2,6-Dioxopiperidin-3-yl)-4',4'-difluoro-3',4'-dihydro-6'H-spiro[piperidine-4,2'-pyrano[2,3-f]isoindole]-6',8'(7'H)-dione